methyl N-((4-formamidophenyl)-sulfonyl)-N-(pyridin-3-ylmethyl)-D-leucinate C(=O)NC1=CC=C(C=C1)S(=O)(=O)N([C@H](CC(C)C)C(=O)OC)CC=1C=NC=CC1